C(C)OC(=O)C1CC=NN1 4,5-dihydro-1H-pyrazole-5-carboxylic acid ethyl ester